t-Butyl N-[(E)-2-[[2-(4-cyanophenyl)-1-oxo-3,4-dihydroisoquinolin-6-yl]oxymethyl]-3-fluoro-allyl]carbamate C(#N)C1=CC=C(C=C1)N1C(C2=CC=C(C=C2CC1)OC\C(\CNC(OC(C)(C)C)=O)=C\F)=O